O=C1N(CCC(N1)=O)C=1C=C(C(=O)N2CCC(CC2)OC2CCN(CC2)C(=O)OC(C)(C)C)C=CC1C tert-butyl 4-((1-(3-(2,4-dioxotetrahydropyrimidin-1(2H)-yl)-4-methylbenzoyl)piperidin-4-yl)oxy)piperidine-1-carboxylate